13-octadecadienyloxymethyl ether C=CC=CCCCCCCCCC(CCCCC)OCOCOC(CCCCCCCCC=CC=C)CCCCC